NC1=NC2=CC(=CC=C2C=C1Br)O[C@H]1CC[C@]2([C@@H]1O[C@H](C2O)N2C=CC1=C2N=CN=C1CO)O (2R,3aS,6S,6aR)-6-[(2-amino-3-bromoquinolin-7-yl)oxy]-2-[4-(hydroxymethyl)-7H-pyrrolo[2,3-d]pyrimidin-7-yl]hexahydro-3aH-cyclopenta[b]furan-3,3a-diol